C1(=CC=CC=C1)C(C1=CC=CC=C1)=NC=1C=C(C#N)C=CN1 2-((diphenylmethylene)amino)isonicotinonitrile